4-(3-chloroisoquinolin-7-yl)-1H-1,2,3-triazole-5-carboxylic acid ClC=1N=CC2=CC(=CC=C2C1)C=1N=NNC1C(=O)O